CC1=NC=C(C=N1)C[C@@H]1CC[C@H](CC1)C(=O)N1OCC[C@H]1C1=NC=CN=C1 trans-[4-[(2-methylpyrimidin-5-yl)methyl]cyclohexyl]-[(3S)-3-pyrazin-2-yl-1,2-oxazolidin-2-yl]methanone